(3,3-Difluoropiperidin-1-yl)-6-(6-(trifluoromethyl)pyridin-2-yl)-N-(2-(trifluoromethyl)pyridin-4-yl)-1,3,5-triazin-2-amine FC1(CN(CCC1)C1=NC(=NC(=N1)C1=NC(=CC=C1)C(F)(F)F)NC1=CC(=NC=C1)C(F)(F)F)F